5-(1-methoxy-2-phenylethyl)-2-methylbenzofuran-3-carboxylic acid COC(CC1=CC=CC=C1)C=1C=CC2=C(C(=C(O2)C)C(=O)O)C1